O=C1NC=2CCNCC2C=C1C(=O)N 2-oxo-1,2,5,6,7,8-hexahydro-1,6-naphthyridine-3-carboxamide